7-Benzyloxytryptophan C(C1=CC=CC=C1)OC1=C2NC=C(C[C@H](N)C(=O)O)C2=CC=C1